N-[4-[2-(2-chlorophenyl)-6-oxo-1H-pyridin-4-yl]-2-pyridinyl]carbamic acid methyl ester COC(NC1=NC=CC(=C1)C=1C=C(NC(C1)=O)C1=C(C=CC=C1)Cl)=O